CNC=1C2=C(N=C(N1)NC13CC(C1)(C3)N3C=NC(=C3)C)N(CC2)C2=C(C(=C(C=C2)F)F)F N4-Methyl-N2-[3-(4-methylimidazol-1-yl)-1-bicyclo[1.1.1]pentanyl]-7-(2,3,4-trifluorophenyl)-5,6-dihydropyrrolo[2,3-d]pyrimidin-2,4-diamin